N-(2-((R)-4-cyclopropyl-2-methylpiperazine-1-yl)-5-((6-((R)-3-(2,5-difluorophenyl)isoxazolidine-2-yl)pyrimidine-4-yl)amino)-4-methoxyphenyl)acrylamide C1(CC1)N1C[C@H](N(CC1)C1=C(C=C(C(=C1)OC)NC1=NC=NC(=C1)N1OCC[C@@H]1C1=C(C=CC(=C1)F)F)NC(C=C)=O)C